2-(5-(3-(2-Methoxypyridin-4-yl)phenyl)-1,2,4-oxadiazol-3-yl)pyrrolidine-1-carbonitrile COC1=NC=CC(=C1)C=1C=C(C=CC1)C1=NC(=NO1)C1N(CCC1)C#N